CN(CCCCC(=O)OC(C(=O)OCCCCCC(OC(CCCCCC)CCCCCCCC)=O)CCC(=O)OCCCCCC(OC(CCCCCC)CCCCCCCC)=O)C Bis(6-oxo-6-(pentadecan-7-yloxy)hexyl) 2-((5-(dimethylamino)pentanoyl)oxy)pentanedioate